C1(=CC=CC=C1)CCCCCCCC1NNNC1 4-(7-phenylheptyl)-1,2,3-triazacyclopentane